CC=1C(=CC=C2C(=CC(OC12)=O)N)OCCCBr 8-methyl-4-amino-7-(3-bromopropyloxy)coumarin